C1(CCCC1)NC1=CC=C(C=C1)C1C(CC2C(N1C(=O)C=1N=CSC1)CCC2)C(=O)NC2=CC(=C(C=C2)C)C(F)(F)F cis-2-(4-(cyclopentylamino)phenyl)-N-(4-methyl-3-(trifluoromethyl)phenyl)-1-(thiazole-4-carbonyl)octahydro-1H-cyclopenta[b]pyridine-3-carboxamide